3-((2-((3R,4R)-3-amino-4-fluoro-1-piperidinyl)-5,6-difluoro-1H-benzimidazol-1-yl)methyl)benzonitrile N[C@@H]1CN(CC[C@H]1F)C1=NC2=C(N1CC=1C=C(C#N)C=CC1)C=C(C(=C2)F)F